CC1=CC=C(\C=C/2\C(C=3C=CC(=CC3CC2)C(=O)O)=O)C=C1 (E)-6-(4-methylbenzylidene)-5-oxo-5,6,7,8-tetrahydronaphthalene-2-carboxylic acid